C1(=CC=CC=C1)N(C1=CC=C(C=C1)C1(SCCCS1)C(O)C1=CC=C(C=C1)C1=CC=C(C=C1)CCCCCCCCCCCCCCCCCCC)C1=CC=CC=C1 (2-(4-(diphenylamino)phenyl)-1,3-dithian-2-yl)(4'-nonadecyl-[1,1'-biphenyl]-4-yl)methanol